P([O-])([O-])(=S)N Thiophosphoroamidate